ClC=1C=C(C=CC1F)C(CCC)=O 1-(3-chloro-4-fluorophenyl)butan-1-one